C1(CCCCC1)C1=CC=2C(=NC(=CN2)C)NC1=O 7-cyclohexyl-3-methylpyrido[2,3-b]pyrazin-6(5H)-one